7,9-dichloro-5,5-dioxo-10-propylphenothiazin-3-amine ClC=1C=C2S(C=3C=C(C=CC3N(C2=C(C1)Cl)CCC)N)(=O)=O